2-(2-(benzylthio)-5-methyl-1H-pyrrol-1-yl)pyrimidine C(C1=CC=CC=C1)SC=1N(C(=CC1)C)C1=NC=CC=N1